C(CCCC#C)NC(NC1=CC=C(O[C@@H]2[C@H]([C@H]([C@@H]([C@H](O2)CC(C(=O)OCC)C(=O)OCC)O)O)O)C=C1)=S diethyl 2-(((2R,3S,4S,5S,6R)-6-(4-(3-(hex-5-yn-1-yl)thioureido)phenoxy)-3,4,5-trihydroxytetrahydro-2H-pyran-2-yl)methyl)malonate